(2S)-1-[2-[2-[4-[5-[tert-butyl(dimethyl)silyl]oxy-1-tetrahydropyran-2-yl-indazol-3-yl]pyrazol-1-yl]-2-fluoro-ethoxy]ethoxy]propan-2-ol [Si](C)(C)(C(C)(C)C)OC=1C=C2C(=NN(C2=CC1)C1OCCCC1)C=1C=NN(C1)C(COCCOC[C@H](C)O)F